(R)-2-(4-((1-methylpiperidin-3-yl)amino)-6,7-dihydro-5H-cyclopenta[d]pyridazin-1-yl)-5-(Trifluoromethyl)phenol CN1C[C@@H](CCC1)NC=1C2=C(C(=NN1)C1=C(C=C(C=C1)C(F)(F)F)O)CCC2